C12CN(CC(CC1)O2)C2=NC(=C1N=CN(C1=N2)C(CC)CC)C=2N=CC(=NC2)N 5-(2-(8-oxa-3-azabicyclo[3.2.1]oct-3-yl)-9-(pent-3-yl)-9H-purin-6-yl)pyrazin-2-amine